1-(2-chloropyrimidin-4-yl)-6-(2,6-difluorophenyl)-3,3-dimethyl-2,3-dihydro-1H-pyrrolo[3,2-b]pyridine ClC1=NC=CC(=N1)N1CC(C2=NC=C(C=C21)C2=C(C=CC=C2F)F)(C)C